1-(4-bromophenyl)-4-isopropyl-1,4-diazepane BrC1=CC=C(C=C1)N1CCN(CCC1)C(C)C